FC1=C2C=C(NC2=CC=C1)C(=O)N1CCOC2(CCC2)[C@H]1C(=O)N[C@H](C[C@H]1C(NCC1)=O)C(CF)=O (S)-8-(4-fluoro-1H-indole-2-carbonyl)-N-((R)-4-fluoro-3-oxo-1-((S)-2-oxopyrrolidin-3-yl)butan-2-yl)-5-oxa-8-azaspiro[3.5]nonane-9-carboxamide